C1(CCCCC1)NC(=S)N/N=C(\C)/C1=NC=CC=C1 (E)-N-cyclohexyl-2-(1-(pyridin-2-yl)ethylidene)hydrazine-1-carbothioamide